tert-butyl 4-((4-(4-amino-2-fluorophenyl)piperidin-1-yl)methyl)-4-fluoropiperidine-1-carboxylate NC1=CC(=C(C=C1)C1CCN(CC1)CC1(CCN(CC1)C(=O)OC(C)(C)C)F)F